C1=C(N=NS1)S mercaptothiadiazole